C(C1=C(C(=CC=C1C)C(C)(C)C)O)C1=C(C(=CC=C1C)C(C)(C)C)O methylenebis(6-tert-butyl-3-methylphenol)